FC1=C(C=CC(=C1F)F)Br 2,3,4-trifluoro-bromobenzene